N[C@H](C)C1=C(C=C(C=C1)CC(=O)OCC)F |r| (±)-Ethyl 2-[4-(1-aminoethyl)-3-fluoro-phenyl]acetate